(S)-quinuclidin-3-yl (7-(2,4,5-trifluorophenyl)-1,2,3,4-tetrahydronaphthalen-1-yl)carbamate FC1=C(C=C(C(=C1)F)F)C1=CC=C2CCCC(C2=C1)NC(O[C@@H]1CN2CCC1CC2)=O